ethyl 1-methyl-4-(tosyloxy)cyclohexane-1-carboxylate CC1(CCC(CC1)OS(=O)(=O)C1=CC=C(C)C=C1)C(=O)OCC